BrC=1C=2C(N=C3N(C2C=CC1)C1=CC(=CC=C1C31CCCCC1)C1CCNCC1)=O 4'-bromo-10'-(piperidin-4-yl)-5'H-spiro[cyclohexane-1,7'-indolo[1,2-a]quinazolin]-5'-one